C1CC(CCC1)N.[Na] sodium 3-cyclohexylamine